N-{1-[1-(2,3-dichlorophenyl)-2-(methylsulfanyl)-6-oxo-1,6-dihydropyrimidin-4-yl]-4-methylpiperidin-4-yl}carbamic acid tert-butyl ester C(C)(C)(C)OC(NC1(CCN(CC1)C=1N=C(N(C(C1)=O)C1=C(C(=CC=C1)Cl)Cl)SC)C)=O